N',N'',N''-Trimethyl diethylentriamin ethyl 6-(4-(difluoromethoxy) phenyl)-4-hydroxy-1-(2-morpholinoethyl)-2-oxo-1,2-dihydroquinoline-3-carboxylate FC(OC1=CC=C(C=C1)C=1C=C2C(=C(C(N(C2=CC1)CCN1CCOCC1)=O)C(=O)OCC)O)F.CN(CCN)CCN(C)C